OCCN1CC(CC1)C#N 1-(2-hydroxyethyl)pyrrolidine-3-carbonitrile